N6-cyclopentyl-2-(4-hydroxy-6-(trifluoromethoxy)quinoline-3-carboxamido)-5-oxohexanediamide C1(CCCC1)NC(C(CCC(C(=O)N)NC(=O)C=1C=NC2=CC=C(C=C2C1O)OC(F)(F)F)=O)=O